FC1=CN2C3=C(C4=C[C@H](CN([C@@H]4C2)C)C)C=CC=C13 (7aS,10R)-4-fluoro-8,10-dimethyl-7a,8,9,10-tetrahydro-7H-indolo[7,1-fg][1,7]naphthyridine